BrCC=1N=C(SC1)C1=CC=C(C=C1)Cl 4-(bromomethyl)-2-(4-chlorophenyl)thiazole